[Fe].[Cr].[S].[P] phosphorus sulfur chromium iron